[O-]S(=O)(=O)C(F)(F)F.C[S+](C=1C=C(C=CC1)C)C dimethyl-(m-tolyl)sulfur triflate